4-benzoyloxy-2,2,6,6-tetramethylpiperidine-N-oxide C(C1=CC=CC=C1)(=O)OC1CC([NH+](C(C1)(C)C)[O-])(C)C